dichloro[1,3-bis(2,6-di-4-heptylphenyl)imidazol-2-ylidene](3-chloropyridyl)palladium(II) Cl[Pd-3](C1=NC=CC=C1Cl)(=C1N(C=CN1C1=C(C=CC=C1C(CCC)CCC)C(CCC)CCC)C1=C(C=CC=C1C(CCC)CCC)C(CCC)CCC)Cl